(1r,2S,5S)-N-[3-amino-1-(cyclopropylmethyl)-2,3-dioxo-propyl]-3-[(2S)-2-(cyclopropanecarbonylamino)-3-methylbutanoyl]-6,6-dimethyl-3-azabicyclo[3.1.0]hexane-2-carboxamide NC(C(C(CC1CC1)NC(=O)[C@@H]1[C@H]2C([C@H]2CN1C([C@H](C(C)C)NC(=O)C1CC1)=O)(C)C)=O)=O